4-bromo-2,6,6-trimethyl-3,5,6,7-tetrahydro-s-indacen-1(2H)-one BrC1=C2CC(C(C2=CC=2CC(CC12)(C)C)=O)C